tert-Butyl 4-[1-(2,6-dioxopiperidin-3-yl)-3-methyl-2-oxo-2,3-dihydro-1H-benzimidazol-4-yl]piperazine-1-carboxylate O=C1NC(CCC1N1C(N(C2=C1C=CC=C2N2CCN(CC2)C(=O)OC(C)(C)C)C)=O)=O